(E)-α-(methoxyimino)-2-[(2-methylphenoxy)methyl]benzeneacetic acid methyl ester COC(/C(/C1=C(C=CC=C1)COC1=C(C=CC=C1)C)=N/OC)=O